C(C=1C(O)=CC=CC1)(=O)N[O-].[Ti+4].C(C=1C(O)=CC=CC1)(=O)N[O-].C(C=1C(O)=CC=CC1)(=O)N[O-].C(C=1C(O)=CC=CC1)(=O)N[O-] titanium salicylhydroxamate